3-((3-exo)-3-(7-((5-methyl-1H-pyrazol-3-yl)amino)-1,6-naphthyridine-5-carbonyl)-8-azabicyclo[3.2.1]octan-8-yl)propionitrile CC1=CC(=NN1)NC=1N=C(C=2C=CC=NC2C1)C(=O)C1CC2CCC(C1)N2CCC#N